6-Methyl-8-[4-(trifluoromethoxy)phenyl]quinoline-5-carbaldehyde CC1=C(C=2C=CC=NC2C(=C1)C1=CC=C(C=C1)OC(F)(F)F)C=O